(3,4-difluorophenyl)-N-(2-(4-methylpiperazin-1-yl)ethyl)-5-phenyloxazole-4-carboxamide FC=1C=C(C=CC1F)C=1OC(=C(N1)C(=O)NCCN1CCN(CC1)C)C1=CC=CC=C1